O1CCN(CC1)C1CN(C1)C1=CC(=NC=C1)C(=O)NC=1C=CC=C2C=CC=NC12 4-(3-morpholinoazetidin-1-yl)-N-(quinolin-8-yl)picolinamide